ethylene glycol Disodium [Na].[Na].C(CO)O